CN([C@@H](CC(C(CC)=O)(C1=CC=CC=C1)C1=CC=CC=C1)C)C |r| (±)-6-dimethylamino-4,4-diphenyl-3-heptanone